C(C)(C)(C)C1N(CCC(C1)N1N=C2C=C(C(=CC2=C1)Br)F)C(=O)OC1CCN(CC1)C1=NC=C(C=N1)Br 1-(5-bromopyrimidin-2-yl)piperidin-4-ol tert-butyl-4-(5-bromo-6-fluoro-2H-indazol-2-yl)piperidine-1-carboxylate